CC1(C(C(=C[C@@]2(CCN(C2)C(=O)C2(CC2)C(F)(F)F)C1)C#N)=O)C (5S)-9,9-dimethyl-8-oxo-2-[1-(trifluoromethyl)cyclopropane-1-carbonyl]-2-azaspiro[4.5]dec-6-ene-7-carbonitrile